C(CCCCCCC\C=C/C\C=C/CCCCC)OC(CCC(=O)OCCCCCCCC\C=C/C\C=C/CCCCC)=O 1,4-bis(((9Z,12Z)-octadeca-9,12-dien-1-yl)oxy)-1,4-dioxobutane